N1=NC1CCC(=O)NCC(=O)OC Methyl (3-(3H-diazirin-3-yl)propanoyl)glycinate